[Si](C)(C)(C(C)(C)C)O[C@@H]([C@H](CC=1SC=2C(N1)=C(C=C(C2)OC)C(=O)OCC)OC2CCCC2)C2=CC(=C(C=C2)C(F)F)OC ethyl 2-[(2S,3R)-3-[tert-butyl(dimethyl)silyl]oxy-2-(cyclopentoxy)-3-[4-(difluoromethyl)-3-methoxy-phenyl]propyl]-6-methoxy-1,3-benzothiazole-4-carboxylate